4-(cyclopentyloxy)-2-cyclopropyl-N-(4-(methylsulfonyl)but-3-en-2-yl)pyrimidine-5-carboxamide C1(CCCC1)OC1=NC(=NC=C1C(=O)NC(C)C=CS(=O)(=O)C)C1CC1